2,6-Dimethyldocosane CC(C)CCCC(CCCCCCCCCCCCCCCC)C